C1(CC1)C1=NC2=CC(=C(C=C2C(=N1)N1CCC(CC1)C1=C(C=CC(=C1)F)OC)N(CCC)C)C {2-cyclopropyl-4-[4-(5-fluoro-2-methoxy-phenyl)-piperidin-1-yl]-7-methyl-quinazolin-6-yl}-methyl-propyl-amine